N,N-dimethyl-β-phenyl-ethyl-amine CN(C)CCC1=CC=CC=C1